Z-butyl-phosphoryl chloride C(CCC)P(=O)(Cl)Cl